BrC=1C=C2N(N=CC(=C2NC2[C@@H](C(CCC2)NS(=O)C(C)(C)C)C)C(=NC2=C(C=C(C=C2)O[Si](C)(C)C(C)(C)C)CC)N)C1 6-bromo-N'-[4-[tert-butyl(dimethyl)silyl]oxy-2-ethyl-phenyl]-4-[[(2S)-3-(tert-butyl-sulfinylamino)-2-methyl-cyclohexyl]amino]pyrrolo[1,2-b]pyridazine-3-carboxamidine